C1C(CC2C=CC=CC12)NC(=O)NC[C@H](C(=O)OCC1=CC=CC=C1)NC(C1=C(C=C(C=C1Cl)N1CC(CC1)C1=CC=CC=C1)Cl)=O Benzyl (2R)-3-(2,3,3a,7a-tetrahydro-1H-inden-2-ylcarbamoylamino)-2-[[2,6-dichloro-4-(3-phenylpyrrolidin-1-yl)benzoyl]amino]propanoate